N1(CCCCC1)CCNC(=O)C1=CC=C(C=C1)C#CC1=C(C=CC(=C1)NC(=O)NCCC=1C=NC=CC1)C1=CC(=CC=C1)C(=O)N1CCCC1 1-(2'-((4-((2-(piperidin-1-yl)ethyl)carbamoyl)phenyl)ethynyl)-4'-(3-(2-(pyridin-3-yl)ethyl)ureido)-[1,1'-biphenyl]-3-carbonyl)pyrrolidine